FC1=CC=C(C=N1)C=1C=C(C=CC1)[C@H](C)N1C(N=CC=C1C=1C=CC2=C(C(=CO2)C)C1)C N-[(1S)-1-[3-(6-fluoropyridin-3-yl)phenyl]ethyl]-2-methyl-6-(3-methyl-1-benzofuran-5-yl)pyrimidin